ClC=1C=C(C=C(C1)Cl)N(C(=O)C1OC(C(CC1OC)O)CO)[C@H]1CN(C[C@@H]1O)C=O N-(3,5-dichlorophenyl)-N-((3S,4S)-1-formyl-4-hydroxypyrrolidin-3-yl)-5-hydroxy-6-(hydroxymethyl)-3-methoxytetrahydro-2H-pyran-2-carboxamide